carbamoyl thioformate hydrochloride Cl.C(=S)OC(N)=O